N12CC(C(CC1)CC2)NC(=O)C2=CC1=C(O2)C=CC=C1 (+)-N-(1-azabicyclo[2.2.2]oct-3-yl)benzo[b]furan-2-carboxamide